IC1=NC=NC(=C1)OC 4-iodo-6-methoxypyrimidine